5-chloro-2-(difluoromethyl)-N-((1r,4r)-4-((6-fluoro-3-(5-(2-hydroxyethoxy)pyrazin-2-yl)-2-oxo-2,3-dihydro-1H-benzo[d]imidazol-1-yl)methyl)cyclohexyl)nicotinamide ClC=1C=NC(=C(C(=O)NC2CCC(CC2)CN2C(N(C3=C2C=C(C=C3)F)C3=NC=C(N=C3)OCCO)=O)C1)C(F)F